CC1=C(C=CC=C1)NCCNC1=C(C=CC=C1)C 1,2-di[(2-methylphenyl)amino]Ethane